O1N=C(C2=C1C=CC=C2)CC(=O)NCCN2N=C(C=CC2=O)C2=C(N=C(S2)C)C 2-(1,2-benzoxazol-3-yl)-N-[2-[3-(2,4-dimethyl-1,3-thiazol-5-yl)-6-oxopyridazin-1-yl]ethyl]acetamide